ClC1=C(C=C2C=C(N=CC2=C1)NC(=O)C1CC1)[C@H]1[C@@H](CN(CC1)C1(COC1)C)F N-(7-chloro-6-((3S,4S)-3-fluoro-1-(3-methyloxetan-3-yl)piperidin-4-yl)isoquinolin-3-yl)cyclopropanecarboxamide